CC=1C(=C2NC1C=C1C(=C(C(=N1)C=C1C(=C(C(N1)=CC=1C(=C(C(N1)=C2)CCC(=O)NCCC2=CC=C(C=C2)O)C)C)C=C)C=C)C)CCC(=O)NCCC2=CC=C(C=C2)O 3,3'-(3,7,13,17-tetramethyl-8,12-divinylporphyrin-2,18-diyl)bis(N-(4-hydroxyphenylethyl)propionamide)